C(C)OC(\C(\C(=O)C1=C(C=CC=C1)F)=N/O)=O (Z)-3-(2-fluorophenyl)-2-(hydroxyimino)-3-oxopropionic acid ethyl ester